CN1N=C2[C@@H](N(CCC2=C1C1=CC(=C(C(=C1)F)F)F)C(=O)C=1C=CC=C2C=CC=NC12)C (S)-(2,7-dimethyl-3-(3,4,5-trifluorophenyl)-2,4,5,7-tetrahydro-6H-pyrazolo[3,4-c]pyridin-6-yl)(quinolin-8-yl)methanone